C(C=C)(=O)N1[C@H](CN(CC1)C1=C(C(=NC2C=C(C(=CC12)Cl)C1=CC=CC2=CC=CC(=C12)Cl)OCC12CCCN2CCC1)CC#N)CC#N 4-((S)-4-acryloyl-3-(cyanomethyl)piperazin-1-yl)-6-chloro-7-(8-chloronaphthalen-1-yl)-2-((tetrahydro-1H-pyrrolizin-7a(5H)-yl)methoxy)-4a,8a-dihydroquinoline-3-acetonitrile